C(#C)C1=NC2=CC=CC=C2C=N1 2-ethynylquinazolin